N1(C=2N(C=C1)C=CN2)C=2C1=C(SC2)C=C(C=C1)C(=O)O 3-(1H-imidazo[1,2-a]imidazol-1-yl)benzo[b]thiophene-6-carboxylic acid